FC=1C=C(C=C(C1)F)N1CC(CC1=O)(C(=O)NCC1=CC(=NC=C1)OCCC)C 1-(3,5-difluorophenyl)-3-methyl-5-oxo-N-[(2-propoxypyridin-4-yl)methyl]pyrrolidin-3-carboxamid